The molecule is a member of the class of phenols carrying two tert-butyl substituents at positions 2 and 4. It has a role as a bacterial metabolite, an antioxidant and a marine metabolite. It is an alkylbenzene and a member of phenols. CC(C)(C)C1=CC(=C(C=C1)O)C(C)(C)C